tert-butyl 4-(2-tributylstannylpyrimidin-5-yl)piperazine-1-carboxylate C(CCC)[Sn](C1=NC=C(C=N1)N1CCN(CC1)C(=O)OC(C)(C)C)(CCCC)CCCC